C1=C(C=CC2=CC=CC=C12)CS(=O)(=O)O 2-naphthalenemethanesulfonic acid